Tert-butyl 2-(3-chloro-2-hydroxyphenyl)-6a,7,9,10-tetrahydro-5H-pyrazino[1',2':4,5]pyrazino[2,3-c]pyridazine-8(6H)-carboxylate ClC=1C(=C(C=CC1)C=1C=C2C(=NN1)NCC1N2CCN(C1)C(=O)OC(C)(C)C)O